C1=CC=C(C(=C1)C2=CC=CC=C2C(=O)O)C(=O)O 2,2'-diphenyldicarboxylic acid